5-Bromo-1-(4-methoxybenzyl)-4-(5-(trimethylsilyl)isoxazol-3-yl)-1,3-dihydro-2H-benzo[b]azepin-2-one BrC=1C2=C(N(C(CC1C1=NOC(=C1)[Si](C)(C)C)=O)CC1=CC=C(C=C1)OC)C=CC=C2